C(C)O ethaneol